C(C)(C)(C)OC(=O)N1[C@@H](CN(CC1)C=1C=NC(=CC1OC)N1C(=CC=C1C)C)C(O[SiH2]C(C)(C)C)(C)C (S)-2-(tert-butyl-dimethyl-silanyloxymethyl)-4-[6-(2,5-dimethyl-pyrrol-1-yl)-4-methoxyPyridin-3-yl]Piperazine-1-carboxylic acid tert-butyl ester